[Cu](Br)Br.[Pr] praseodymium-copper bromide